C(C)C1=C(C(=C2COCC2=C1)C(C)C)CC(=O)O 2-(6-Ethyl-4-isopropyl-1,3-dihydroisobenzofuran-5-yl)acetic acid